O=C1NC(CCC1N1C(C2=CC=C(C=C2C1=O)N1CCC(CC1)O[C@@H]1CNCC1)=O)=O 2-(2,6-dioxo-3-piperidinyl)-5-[4-[(3S)-pyrrolidin-3-yl]oxy-1-piperidinyl]isoindoline-1,3-dione